BrC1=CC(=CC=2N=C(OC21)S)OCC(F)(F)F 7-bromo-5-(2,2,2-trifluoroethoxy)benzo[d]oxazole-2-thiol